trimethylammonium carbazate C(NN)(=O)[O-].C[NH+](C)C